N-[(3S)-9-fluoro-2-oxo-5-phenyl-1,3-dihydro-1,4-benzodiazepin-3-yl]-2-(2-fluorophenyl)-6-[(4-methylpiperazin-1-yl)methyl]-6,7-dihydro-5H-pyrazolo[5,1-b][1,3]oxazine-3-carboxamide FC1=CC=CC=2C(=N[C@@H](C(NC21)=O)NC(=O)C=2C(=NN1C2OCC(C1)CN1CCN(CC1)C)C1=C(C=CC=C1)F)C1=CC=CC=C1